BrC=1C=C(C=CC1)C(C(=O)N)Cl (3-bromophenyl)-2-chloroacetamide